ClC1=CC(=CC(=N1)NCCCC(=O)N)C1=C(C=CC(=C1)C(F)(F)F)C1=NN=CN1C 4-({6-chloro-4-[2-(4-methyl-1,2,4-triazol-3-yl)-5-(trifluoromethyl)phenyl]pyridin-2-yl}amino)butanamide